C1=CC=C(C=C1)C(=O)C=CC2=CC=CC=C2C(=O)N Chalconeamide